4-((1-acryloylpyrrolidin-3-yl)amino)-2,3-dimethyl-1H-indole-7-carboxamide C(C=C)(=O)N1CC(CC1)NC1=C2C(=C(NC2=C(C=C1)C(=O)N)C)C